FC(C1=NN(C(=C1)C(F)(F)F)C1=CC=C(C=C1)NC(=O)C1=C(N=NS1)C)(F)F N-{4-[3,5-bis(Trifluoromethyl)-1H-pyrazol-1-yl]phenyl}-4-methyl-1,2,3-thiadiazole-5-carboxamide